BrC1=NN(C(=N1)C(F)F)C([2H])([2H])[2H] bromo-5-(difluoromethyl)-1-(2H3)methyl-1H-1,2,4-triazole